NC1=C2C(=NC=N1)N(N=C2C2=CC=C(C=1N2C=CN1)NC(=O)NC1=NOC(=C1)C1(CC1)C(F)(F)F)C1CCC(CC1)O 1-(5-(4-AMINO-1-(4-HYDROXYCYCLOHEXYL)-1H-PYRAZOLO[3,4-D]PYRIMIDIN-3-YL)IMIDAZO[1,2-A]PYRIDIN-8-YL)-3-(5-(1-(TRIFLUOROMETHYL)CYCLOPROPYL)ISOXAZOL-3-YL)UREA